3-(2-chlorophenyl)morpholine ClC1=C(C=CC=C1)C1NCCOC1